BrC1=C(C(=C(C=C1)[N+](=O)[O-])Cl)Br 1,2-dibromo-3-chloro-4-nitrobenzene